4-bromo-2,6-difluorophenol BrC1=CC(=C(C(=C1)F)O)F